(±)-1-[(3,4-dichlorophenyl)methyl]-8-{[(cis)-2-hydroxycyclohexyl]amino}-3,7-dimethyl-2,3,6,7-tetrahydro-1H-purine-2,6-dione ClC=1C=C(C=CC1Cl)CN1C(N(C=2N=C(N(C2C1=O)C)N[C@H]1[C@H](CCCC1)O)C)=O |r|